tert-butyl (R)-(1-(5-((7-fluoro-2-methyl-2H-indazol-5-yl)carbamoyl)pyrazin-2-yl)pyrrolidin-3-yl)(methyl)carbamate FC1=CC(=CC2=CN(N=C12)C)NC(=O)C=1N=CC(=NC1)N1C[C@@H](CC1)N(C(OC(C)(C)C)=O)C